2-(tert-butyl)-6-(5-chloro-2H-benzo[d]-1,2,3-triazol-2-yl)-4-vinylphenol C(C)(C)(C)C1=C(C(=CC(=C1)C=C)N1N=C2C(=N1)C=CC(=C2)Cl)O